C1CCC2=CC(=CC=C12)[C@@H]1N(C[C@H](CC1)C)C(C(=O)NC=1C=C(C=NC1)C(=O)N)=O |r| rac-5-{2-[(2R,5S)-2-(2,3-dihydro-1H-Inden-5-yl)-5-methylpiperidin-1-Yl]-2-oxoacetamido}Pyridine-3-carboxamide